Pentamethylcyclopentadienyl-dimethyl-(1-n-butyl-6,6-diethyl-1,5,6,7-tetrahydro-s-indacenyl)hafnium CC1=C(C(=C(C1([Hf](C1(C=CC2=CC=3CC(CC3C=C12)(CC)CC)CCCC)(C)C)C)C)C)C